(3-methoxyphenyl)thiophene-2-formaldehyde COC=1C=C(C=CC1)C1=C(SC=C1)C=O